tert-butyl 4-[1-[4-[(5-bromo-1-methyl-imidazole-2-carbonyl)amino]-2-chloro-benzoyl]piperidine-4-carbonyl]piperazine-1-carboxylate BrC1=CN=C(N1C)C(=O)NC1=CC(=C(C(=O)N2CCC(CC2)C(=O)N2CCN(CC2)C(=O)OC(C)(C)C)C=C1)Cl